1-methyl-N-[5-(2,4,6-trifluorophenyl)-1H-indazol-3-yl]piperidine-4-carboxamide hydrochloride Cl.CN1CCC(CC1)C(=O)NC1=NNC2=CC=C(C=C12)C1=C(C=C(C=C1F)F)F